C1(=CC=CC=C1)C1=NN(C=C1)C1=CC=C2C(=N1)C=CO2 5-(3-phenyl-1H-pyrazol-1-yl)furo[3,2-b]pyridine